FC1(CC(C1)(CO)NC(C(=O)C1=CC(=C2CCCCN12)C(=O)NC1=CC(=C(C=C1)F)C)=O)F 3-(2-((3,3-difluoro-1-(hydroxymethyl)cyclobutyl)amino)-2-oxoacetyl)-N-(4-fluoro-3-methylphenyl)-5,6,7,8-tetrahydroindolizine-1-carboxamide